1-(2-bromo-6-(methylthio)pyridin-4-yl)-4-methylpiperidin-4-ol BrC1=NC(=CC(=C1)N1CCC(CC1)(O)C)SC